C(C)(C)(C)OC(=O)N1CC(C1)OC1=NC=CC=C1C=1C=NN2C1N=C(C=C2)NCCN(C)C(=O)OC(C)(C)C Tert-butyl-3-[[3-[5-[2-[tert-butoxycarbonyl(methyl)amino]ethylamino]pyrazolo[1,5-a]pyrimidin-3-yl]-2-pyridyl]oxy]azetidine-1-carboxylate